2-bromo-4,5-dimethoxy-N-((1-(pyridin-3-ylmethyl)-1H-1,2,3-triazol-4-yl)methyl)benzenesulfonamide BrC1=C(C=C(C(=C1)OC)OC)S(=O)(=O)NCC=1N=NN(C1)CC=1C=NC=CC1